C(C=C)(=O)OC(CCOC(C=C)=O)N Amino-1,3-propylene diacrylate